C(C)(C)(C)OC(N[C@H](C)C1=C(C=CC(=C1)F)OC(C)CCCN1C=NC=2C=NC=3C=CC(=CC3C21)Br)=O (R)-1-(2-(5-(8-bromo-1H-imidazo[4,5-c]quinolin-1-yl)pent-2-yloxy)-5-fluorophenyl)ethylcarbamic acid tert-butyl ester